C(C)(C)(C)OC=1C2=C(N=C(N1)Cl)C(=CN2COCC[Si](C)(C)C)F 4-(tert-butoxy)-2-chloro-7-fluoro-5-((2-(trimethylsilyl)ethoxy)methyl)-5H-pyrrolo[3,2-d]pyrimidine